2-[9-(acridin-9-ylamino)-nonyl]-isoindole-1,3-dione C1=CC=CC2=NC3=CC=CC=C3C(=C12)NCCCCCCCCCN1C(C2=CC=CC=C2C1=O)=O